1,2,3-tris(bromopropoxy)benzene BrCCCOC1=C(C(=CC=C1)OCCCBr)OCCCBr